4-(1-(2,3-dichlorophenyl)-1H-imidazol-4-yl)-N-(1-(methylsulfonyl)piperidin-4-yl)-5-(trifluoromethyl)pyrimidin-2-amine ClC1=C(C=CC=C1Cl)N1C=NC(=C1)C1=NC(=NC=C1C(F)(F)F)NC1CCN(CC1)S(=O)(=O)C